N(=C=S)CC1=CC=C(CNC(OC(C)(C)C)=O)C=C1 tert-butyl (4-(isothiocyanatomethyl)-benzyl)carbamate